8-Bromo-N-(1-phenethylpiperidin-4-yl)octanamid BrCCCCCCCC(=O)NC1CCN(CC1)CCC1=CC=CC=C1